tert-butyl 4-(chloromethyl)-5-methoxy-7-methyl-1H-indole-1-carboxylate ClCC1=C2C=CN(C2=C(C=C1OC)C)C(=O)OC(C)(C)C